NCCCN(CCCN)CCCCCCCCCCCCCCCC N-(3-aminopropyl)-N-hexadecyl-1,3-propanediamine